4-(2-cyano-4-fluoro-phenyl)sulfanyl-6-[1-[4-hydroxy-4-(hydroxymethyl)cyclohexyl]-5-methylpyrazol-4-yl]pyrazolo[1,5-a]pyridine-3-carbonitrile C(#N)C1=C(C=CC(=C1)F)SC=1C=2N(C=C(C1)C=1C=NN(C1C)C1CCC(CC1)(CO)O)N=CC2C#N